[4-(4-fluoro-3-methyl-phenyl)-7-hydroxy-3-isopropyl-2-quinolinyl]butyric acid methyl ester COC(C(CC)C1=NC2=CC(=CC=C2C(=C1C(C)C)C1=CC(=C(C=C1)F)C)O)=O